FC=1C=C(C=CC1)C=1N(C(=CC1C(=O)OC)C1=C2C(=NC=C1)N(C=C2)S(=O)(=O)C2=CC=CC=C2)COCC[Si](C)(C)C Methyl 2-(3-fluorophenyl)-5-[1-(phenylsulfonyl)-1H-pyrrolo[2,3-b]pyridin-4-yl]-1-{[2-(trimethylsilyl)ethoxy] methyl}-1H-pyrrole-3-carboxylate